Methyl 2-(2-(3-oxa-6-azabicyclo[3.1.1]heptan-6-yl)-6-methoxybenzo[d]thiazole-7-carboxamido)-6-fluorobenzoate C12COCC(N1C=1SC3=C(N1)C=CC(=C3C(=O)NC3=C(C(=O)OC)C(=CC=C3)F)OC)C2